Cl\C(\C(F)(F)F)=C\C(C(F)(F)F)C(Cl)Cl (E)-2-chloro-4-(dichloromethyl)-1,1,1,5,5,5-hexafluoropent-2-ene